(R)-2-((2S,3R)-3-amino-2-hydroxy-4-phenylbutanamido)-2-(4-bromo-3-(trifluoromethoxy)phenyl)acetic acid hydrochloride Cl.N[C@@H]([C@@H](C(=O)N[C@@H](C(=O)O)C1=CC(=C(C=C1)Br)OC(F)(F)F)O)CC1=CC=CC=C1